COC=1C=C(C=NC1N1CCC(CC1)C(F)(F)F)N 5-methoxy-6-(4-(trifluoromethyl)piperidin-1-yl)pyridin-3-amine